methyl 5-(methoxymethyl)-2-nitro-benzoate COCC=1C=CC(=C(C(=O)OC)C1)[N+](=O)[O-]